bis-(2,4,6-tri-t-butylphenyl)pentaerythritol diphosphite OP(O)OP(O)O.C(C)(C)(C)C1=C(C(=CC(=C1)C(C)(C)C)C(C)(C)C)C(O)(C(CO)(CO)CO)C1=C(C=C(C=C1C(C)(C)C)C(C)(C)C)C(C)(C)C